C1(CC1)CC(=O)N1[C@@H](C2=C(CC1)NC=N2)C2=NC1=C(N2)C=C(C=C1)F (S)-2-cyclopropyl-1-(4-(6-fluoro-1H-benzo[d]imidazol-2-yl)-6,7-dihydro-1H-imidazo[4,5-c]pyridin-5(4H)-yl)ethanone